4-bromo-1-(2,2-difluoroethyl)-3-fluoro-6-nitroindazole-5-carbaldehyde BrC1=C2C(=NN(C2=CC(=C1C=O)[N+](=O)[O-])CC(F)F)F